N-(tert-butyl)-4-((3-fluoro-2-hydroxy-5-((4-(pyrrolidin-1-yl)phenyl)carbamoyl)benzylidene)amino)piperazine-1-carboxamide C(C)(C)(C)NC(=O)N1CCN(CC1)N=CC1=C(C(=CC(=C1)C(NC1=CC=C(C=C1)N1CCCC1)=O)F)O